C(C)(C)(C)OC(=O)N1[C@@H](CCCC1)COCC(=O)O (S)-2-((1-(tert-butoxycarbonyl)piperidin-2-yl)methoxy)acetic acid